C(C(C)C)OC(=O)N1CCC1 azetidine-1-carboxylic acid isobutyl ester